1-((4-(bromomethyl)phenyl)sulfonyl)-4-(5-(trifluoromethyl)pyridin-3-yl)piperazine BrCC1=CC=C(C=C1)S(=O)(=O)N1CCN(CC1)C=1C=NC=C(C1)C(F)(F)F